5-[2-(4-hydroxyphenyl)ethenyl]benzene-1,3-diol OC1=CC=C(C=C1)C=CC=1C=C(C=C(C1)O)O